N1(CCC1)C1=CC=2C(N=C1)=NN(C2)C=2C=C(C=CC2F)N2CC(C2)F N-{3-[5-(azetidin-1-yl)-2H-pyrazolo[3,4-b]pyridin-2-yl]-4-fluorophenyl}-3-fluoroazetidine